(S)-2-[4-bromo-2-(1,1-difluoroethyl)phenoxy]butyric acid BrC1=CC(=C(O[C@H](C(=O)O)CC)C=C1)C(C)(F)F